CC(C)[Mg]Cl propan-2-yl-magnesium chloride